C(CCC)C1=NC=2C(=C3C(=NC2NC(C)(C)C)C=C(S3)C3CCN(CC3)C)N1CC1CCN(CC1)C(=O)OC(C)(C)C tert-butyl 4-{[2-butyl-7-(1-methylhexahydropyridin-4-yl)-4-(tert-butylamino)thieno[3,2-b]imidazo[4,5-d]pyridin-1-yl]methyl}hexahydropyridine-1-carboxylate